OCC=1C=CC=2N(C1)N=CC2C(=O)N2CC1(C2)CC(C1)NC(=O)NC1=CC(=CC=C1)C(F)(F)F 1-(2-(6-(hydroxymethyl)pyrazolo[1,5-a]pyridine-3-carbonyl)-2-azaspiro[3.3]heptan-6-yl)-3-(3-(trifluoromethyl)phenyl)urea